5-fluoro-2-methyl-N-(6-methylpyridin-2-yl)-4-(4,4,5,5-tetramethyl-1,3,2-dioxaborolan-2-yl)benzamide FC=1C(=CC(=C(C(=O)NC2=NC(=CC=C2)C)C1)C)B1OC(C(O1)(C)C)(C)C